OCCCC(=O)NCCC[SiH3] N-(4-hydroxybutyryl)-gamma-aminopropylsilane